C(C)(C)(C)OC(=O)NC1CCC(CC1)C(=O)OCC(=O)N1CCC(CC1)C1=CC2=C(N(C(N2C)=O)C2C(NC(CC2)=O)=O)C=C1 [2-[4-[1-(2,6-Dioxo-3-piperidyl)-3-methyl-2-oxo-benzimidazol-5-yl]-1-piperidyl]-2-oxo-ethyl] 4-(tert-butoxycarbonylamino)cyclohexanecarboxylate